methyl-1H-imidazole-5-carboxamide CN1C=NC=C1C(=O)N